β-hydroxypalmitic acid OC(CC(=O)O)CCCCCCCCCCCCC